7-((6-(2,6-dimethylmorpholino)-5-methylpyridin-3-yl)amino)-2H-benzo[b][1,4]oxazin-3(4H)-one CC1OC(CN(C1)C1=C(C=C(C=N1)NC=1C=CC2=C(OCC(N2)=O)C1)C)C